COC1=CC=C(N=N1)C1(C(C=2C(=CC=NC2CC1)C)=O)C 6-(6-methoxypyridazin-3-yl)-4,6-dimethyl-5-oxo-5,6,7,8-tetrahydroquinolin